BrC=1C=NN(C1\C=C(/C#N)\C1=CC(=CC=C1)Cl)C (Z)-3-(4-bromo-1-methyl-1H-pyrazol-5-yl)-2-(3-chlorophenyl)acrylonitrile